1,5-dihydrobenzo[e][1,3,2]dioxathiepine 3,3-dioxide C1OS(OCC2=C1C=CC=C2)(=O)=O